5-(3,5-difluorophenyl)-N-(2-methylbutyl)pyridine-3-carboxamide FC=1C=C(C=C(C1)F)C=1C=C(C=NC1)C(=O)NCC(CC)C